[Te](=O)([O-])[O-] Tellurite